2-{1,4-dioxaspiro[4.5]dec-7-en-8-yl}pyrimidine O1CCOC12CC=C(CC2)C2=NC=CC=N2